ClC1=C(C(=O)O)C=CC(=C1/N=C/N1CCCC1)C(F)(F)F 2-chloro-3-[(E)-pyrrolidin-1-ylmethyleneamino]-4-(trifluoromethyl)benzoic acid